1-(4-((4-(4-((5-chloro-4-((2-(isopropylsulfonyl)phenyl)amino)pyrimidin-2-yl)amino)-5-isopropoxy-2-methylphenyl)piperidin-1-yl)methyl)pyridin-3-yl)dihydropyrimidine-2,4(1H,3H)-dione ClC=1C(=NC(=NC1)NC1=CC(=C(C=C1OC(C)C)C1CCN(CC1)CC1=C(C=NC=C1)N1C(NC(CC1)=O)=O)C)NC1=C(C=CC=C1)S(=O)(=O)C(C)C